OC1=C(C=CC=C1)C1=CC2=C(N=N1)NC(=C2)C2CN(C2)C(C=C)=O 1-{3-[3-(2-hydroxyphenyl)-7H-pyrrolo[2,3-c]pyridazin-6-yl]azetidin-1-yl}prop-2-en-1-one